C(C)OC=1C(=C(C=C(C1)F)C1=CC=CC=C1)F ethoxy-2,5-difluoro-[1,1'-biphenyl]